(2S,4R)-N-[(1S)-1-(3-bromoisoxazol-5-yl)ethyl]-1-[(2S)-2-(4-cyclopropyltriazol-1-yl)-3,3-dimethyl-butanoyl]-4-hydroxy-pyrrolidine-2-carboxamide BrC1=NOC(=C1)[C@H](C)NC(=O)[C@H]1N(C[C@@H](C1)O)C([C@H](C(C)(C)C)N1N=NC(=C1)C1CC1)=O